ClC1=C(C(=NC(=N1)CO)N1CCC(CC1)OC1=CC=C2COC(C2=C1)=O)C 6-((1-(6-chloro-2-(hydroxymethyl)-5-methylpyrimidin-4-yl)piperidin-4-yl)oxy)isobenzofuran-1(3H)-one